BrC=1C=C2C(=NC1)NC=C2C=CC(=O)NC(C)C2=CC(=C(C=C2)OC)OC 3-(5-bromo-1H-pyrrolo[2,3-b]pyridin-3-yl)-N-(1-(3,4-dimethoxyphenyl)ethyl)acrylamide